BrC1=C(C(C(=O)OCCCC)=CC=C1)C(=O)OCCCC di-n-butyl bromophthalate